C(CCC)NC(NC12CC3(CC(CC(C1)C3)C2)NC(=O)C2=NC=CC=C2)=O Pyridine-2-carboxylic acid [3-(3-butyl-ureido)-adamantan-1-yl]-amide